2-methylpyrazolo[1,5-a]pyridine-5-carboxylic acid CC1=NN2C(C=C(C=C2)C(=O)O)=C1